C(C)OC(=O)C=1C=NN(C1)C(=CC#N)C1CCCC1 1-(2-cyano-1-cyclopentyl-vinyl)-1H-pyrazole-4-carboxylic acid ethyl ester